ClC=1C(=C(C=CC1)SC=1N=NC=2CCCCC2C1C1=NOCC(N1)CC1=C(C=C(C=C1)C)Cl)F 3-[(3-Chloro-2-fluorophenyl)sulfanyl]-4-[5-(2-chloro-4-methylbenzyl)-5,6-dihydro-4H-1,2,4-oxadiazin-3-yl]-5,6,7,8-tetrahydrocinnoline